m-tertiary butyl-toluene C(C)(C)(C)C=1C=C(C)C=CC1